n-methyl-4-(2-(pyridin-4-ylmethyl)-2H-tetrazol-5-yl)benzenesulfonamide CNS(=O)(=O)C1=CC=C(C=C1)C=1N=NN(N1)CC1=CC=NC=C1